C1C(C=CCCCCCCCC)O1 Dodecenene Oxide